N1CCC(CCC1)NC=1C=CC=2N(N1)C(=CN2)C=2SC(=CC2)C(F)(F)F N-(azepan-4-yl)-3-[5-(trifluoromethyl)-2-thienyl]Imidazo[1,2-b]Pyridazin-6-amine